BrC1=CN(C2=CN=C(C=C21)NC(C([2H])([2H])[2H])=O)C N-(3-bromo-1-methyl-1H-pyrrolo[2,3-c]pyridine-5-yl)acetamide-2,2,2-d3